FC1=NC=CC(=C1)C(CC1=NC(=NC(=N1)N[C@@H](CO)CC(C)C)NS(=O)(=O)C)C N-(4-(2-(2-Fluoropyridin-4-yl)propyl)-6-(((R)-1-hydroxy-4-methylpentan-2-yl)amino)-1,3,5-triazin-2-yl)methanesulfonamide